ethyl 3-(2-(tosyloxy)ethoxy)propanoate S(=O)(=O)(C1=CC=C(C)C=C1)OCCOCCC(=O)OCC